N-methyl-vinyl-amide C[N-]C=C